C(C1=CC=CC=C1)OC=1N=CN2N=C3C([C@H]4C5=C(C(N([C@@H]3C4)C)=O)C=CC=C5OC(F)F)=C2C1 (7R,14S)-12-(benzyloxy)-1-(difluoromethoxy)-6-methyl-6,7-dihydro-7,14-methanobenzo[c]pyrimido[1',6':1,5]pyrazolo[4,3-f]azocin-5(14H)-one